1-methyl-3-phenyl-piperazine CN1CC(NCC1)C1=CC=CC=C1